(S)-(4-(4-fluoropyrazolo[1,5-a]pyridin-2-yl)-6,7-dihydro-1H-imidazo[4,5-c]pyridin-5(4H)-yl)(1-methyl-1H-pyrazol-5-yl)methanone FC=1C=2N(C=CC1)N=C(C2)[C@H]2N(CCC1=C2N=CN1)C(=O)C1=CC=NN1C